N-methylaminonaphthaline CNC1=CC=CC2=CC=CC=C12